CC=1N(C=CC1C(=O)O)COCC[Si](C)(C)C 2-Methyl-1-((2-(trimethylsilyl)ethoxy)methyl)-1H-pyrrole-3-carboxylic acid